N1C(=NCC1)COC1=CC=2C=3C=C4C(=CC3N(C2C=C1)C(C)C)C=CN=C4 9-(4,5-dihydro-1H-imidazol-2-ylmethoxy)-6-isopropyl-pyrido[4,3-b]carbazole